C(C)(C)[Si](OC1C(NCC1)C(=O)O)(C(C)C)C(C)C 3-((triisopropylsilyl)oxy)pyrrolidine-2-carboxylic acid